tert-butyl (3-(prop-2-yn-1-yloxy)propyl)carbamate C(C#C)OCCCNC(OC(C)(C)C)=O